3-mercaptopropyltriethoxysilaneselon SCCC[Se](=[Si](OCC)OCC)OCC